IOC1=CC=CC=C1 Iodooxylbenzene